C(C(C)B(O)O)B(O)O propylenediboronic acid